BrC1=CC=C(C=C1)N1C(N(C2=C1C=CC=C2)CC(=O)NCC(F)(F)F)=O 2-[3-(4-bromophenyl)-2-oxobenzimidazol-1-yl]-N-(2,2,2-trifluoroethyl)acetamide